C1(CC1)C1=CC=C(CN2CCN(CC2)C(CCC=2C(=NN(C2C)C=2C=CC=3N(N2)C(=NN3)C)C)=O)C=C1 1-(4-(4-cyclopropylbenzyl)piperazin-1-yl)-3-(3,5-dimethyl-1-(3-methyl-[1,2,4]triazolo[4,3-b]pyridazin-6-yl)-1H-pyrazol-4-yl)propan-1-one